The molecule is an ADP-glycero-D-manno-heptose. It has a role as an Escherichia coli metabolite. It is a conjugate acid of an ADP-D-glycero-D-manno-heptose(2-). C1=NC(=C2C(=N1)N(C=N2)[C@H]3[C@@H]([C@@H]([C@H](O3)COP(=O)(O)OP(=O)(O)OC4[C@H]([C@H]([C@@H]([C@H](O4)[C@@H](CO)O)O)O)O)O)O)N